COCC(C(C)C)(CCC(C)C)COC 3,3-bis(methoxymethyl)-2,6-dimethylheptane